FC1=CC=C(C=C1)N1N=CC2=C1C=C1CCN(C[C@]1(C2)C(=O)C=2SC=CN2)S(=O)(=O)C2=CN=NN2CCC (R)-(1-(4-fluorophenyl)-6-((1-propyl-1H-1,2,3-triazol-5-yl)sulfonyl)-4,4a,5,6,7,8-hexahydro-1H-pyrazolo[3,4-g]isoquinolin-4a-yl)(thiazol-2-yl)methanone